C1=CC=C(C=C1)OC2=C(C(=CC=C2)Br)Br dibromo diphenyl ether